CN(C1=CC=C(C=C1)N1N=C(C=C1C1=CC=C(C#N)C=C1)C(=O)N1C[C@@H](CCC1)NC)C (R)-4-(1-(4-(Dimethylamino)phenyl)-3-(3-(methylamino)piperidin-1-carbonyl)-1H-pyrazol-5-yl)benzonitril